C(C)OC(=O)C=1C(=NN(C1)C1CCC(CC1)N1C[C@@H](O[C@@H](C1)C)C)OCCCOC 1-((1r,4r)-4-((2s,6r)-2,6-dimethylmorpholinyl)cyclohexyl)-3-(3-methoxypropoxy)-1H-pyrazole-4-carboxylic acid ethyl ester